C12(C(=O)CC(CC1)C2(C)C)CS(=O)(=O)[O-] (+/-)-camphorsulfonate